1-Hexyl-2-ethylpyrrolium triflat [O-]S(=O)(=O)C(F)(F)F.C(CCCCC)[NH+]1C(=CC=C1)CC